ethyl 6-but-3-enyl-4-(4-cyano-3-hydroxy-3-methyl-but-1-ynyl)-2-methyl-7-oxo-1H-pyrrolo[2,3-c]pyridine-3-carboxylate C(CC=C)N1C(C2=C(C(=C1)C#CC(CC#N)(C)O)C(=C(N2)C)C(=O)OCC)=O